BrC1=CC=CC=2N(C(NC21)=O)[C@H]2CC[C@H](CC2)C(=O)NC2=CC(=C(C=C2)Cl)Cl (Cis)-4-(4-bromo-2-oxo-2,3-dihydro-1H-1,3-benzodiazol-1-yl)-N-(3,4-dichlorophenyl)cyclohexane-1-carboxamide